N-[4-[(6,7-Dimethoxy-1,5-naphthyridin-4-yl)oxy]phenyl]-7-(furan-3-yl)-6-methyl-8-oxo-3,4-dihydro-1H-pyrido[2,1-c][1,4]oxazine-9-carboxamide COC=1N=C2C(=CC=NC2=CC1OC)OC1=CC=C(C=C1)NC(=O)C=1C(C(=C(N2C1COCC2)C)C2=COC=C2)=O